FC(C=1C=NN(C1)CC1CC2(CN(C2)C(=O)N2CC3(C2)NC(OC3)=O)C1)(F)F 2-[6-[[4-(trifluoromethyl)pyrazol-1-yl]methyl]-2-azaspiro[3.3]heptane-2-carbonyl]-7-oxa-2,5-diazaspiro[3.4]octan-6-one